C[Si](CCOCN1N=CC=2CN(CCC21)C(=O)[O-])(C)C 1-((2-(trimethylsilyl)ethoxy)methyl)-1,4,6,7-tetrahydro-5H-pyrazolo[4,3-c]pyridine-5-carboxylate